ClC1=CC=C(C=C1)C(C(=O)N1CCC(CC1)N1CCN(CC1)C=1C=C2C(N(C(C2=CC1)=O)C1C(NC(CC1)=O)=O)=O)(F)F 5-(4-(1-(2-(4-chlorophenyl)-2,2-difluoroacetyl)piperidin-4-yl)piperazin-1-yl)-2-(2,6-dioxopiperidin-3-yl)isoindoline-1,3-dione